4-(methacryloyloxy)piperidine-1-carboxylic acid C(C(=C)C)(=O)OC1CCN(CC1)C(=O)O